FC=1C=2CCCC2C(=C2CCCC12)NC(N)=O 3-(8-fluoro-1,2,3,5,6,7-hexahydro-s-indacen-4-yl)urea